(E)-6-amino-5-((5-bromo-2-hydroxybenzylidene)amino)-2-mercaptopyrimidin-4-ol NC1=C(C(=NC(=N1)S)O)/N=C/C1=C(C=CC(=C1)Br)O